FC=1C=C(C=C(C1)F)[C@H]1CCC=2N1C=C(N2)NC([C@H](C)N2C[C@H](C(CC2)(F)F)C2=CC(=[N+](C=C2)[O-])CO)=O 4-((R)-1-((S)-1-(((R)-5-(3,5-difluorophenyl)-6,7-dihydro-5H-pyrrolo[1,2-a]imidazol-2-yl)amino)-1-oxopropan-2-yl)-4,4-difluoropiperidin-3-yl)-2-(hydroxymethyl)pyridine 1-oxide